methyl methacrylate (2-isocyanatoethyl acrylate) N(=C=O)CCC(C(=O)O)=C.C(C(=C)C)(=O)OC